6,9-diazaspiro[4.5]decan C1CCCC12NCCNC2